BrC=1C(=CC(=NC1)CN(C(OC(C)(C)C)=O)C)C tert-butyl ((5-bromo-4-methylpyridin-2-yl)methyl)(methyl)carbamate